2-[4-chloro-5-fluoro-2-(methoxymethyloxy)phenyl]4,4,5,5-tetramethyl-1,3,2-dioxaborolan ClC1=CC(=C(C=C1F)B1OC(C(O1)(C)C)(C)C)OCOC